Cyclopentathiazine S1N=CC=C2C1=CC=C2